FC1=C(COC2=CC=CC(=N2)C2=CC(=C(CN3N(C4=CC(=CC=C4C3=O)C(=O)O)CC3OCC3)C=C2F)F)C=CC(=C1)F 2-(4-(6-((2,4-difluorobenzyl)oxy)pyridin-2-yl)-2,5-difluorobenzyl)-1-((oxetan-2-yl)methyl)-3-oxo-2,3-dihydro-1H-indazole-6-carboxylic acid